C(C1=CC=CC=C1)N1C2=NC=NC(=C2N=C1C1=C(C=C(OCCN2C(CNCCC2)=O)C=C1)Cl)OC1(CC1)C 1-(2-(4-(9-benzyl-6-(1-methylcyclopropoxy)-9H-purin-8-yl)-3-chlorophenoxy)ethyl)-1,4-diazepan-2-one